C(C1=CC=CC=C1)OC1C(N(CCC1)[C@H]1CN(CC(C1)(F)F)C(=O)OC(C)(C)C)=O tert-butyl (3'R)-3-(benzyloxy)-5',5'-difluoro-2-oxo[1,3'-bipiperidine]-1'-carboxylate